(S)-4-(5-cyclopropyl-7-(tetrahydro-2H-pyran-4-yl)-7H-pyrrolo[2,3-d]pyrimidin-4-yl)-3-methylpiperazine-1-carboxylic acid tert-butyl ester C(C)(C)(C)OC(=O)N1C[C@@H](N(CC1)C=1C2=C(N=CN1)N(C=C2C2CC2)C2CCOCC2)C